5-(trifluoromethyl)-2-(2-(trifluoromethyl)pyrimidin-5-yl)benzaldehyde FC(C=1C=CC(=C(C=O)C1)C=1C=NC(=NC1)C(F)(F)F)(F)F